N-(5-((4-(5-chloro-3,3,6-trimethyl-2,3-dihydro-1H-pyrrolo[3,2-b]pyridin-1-yl)-1,3,5-triazin-2-yl)amino)-2-((2-(dimethylamino)ethyl)(methyl)amino)-4-methoxyphenyl)acrylamide ClC1=C(C=C2C(=N1)C(CN2C2=NC(=NC=N2)NC=2C(=CC(=C(C2)NC(C=C)=O)N(C)CCN(C)C)OC)(C)C)C